3-(6,7-dimethoxy-3,4-dihydroisoquinolin-2(1H)-yl)piperidine-2,6-dione COC=1C=C2CCN(CC2=CC1OC)C1C(NC(CC1)=O)=O